4-(2-bromo-4-chlorophenoxy)oxazolidine BrC1=C(OC2NCOC2)C=CC(=C1)Cl